N-methyl-N-(tetrahydro-2H-pyran-4-yl)acetamide CN(C(C)=O)C1CCOCC1